C(C)(C)OC([C@H](NC(C1=C(C=C(C(=C1)N1C(N(C(N(C1=O)C)=S)C)=O)F)Cl)=O)C)=O (R)-(2-chloro-5-(3,5-dimethyl-2,6-dioxo-4-thioxo-1,3,5-triazin-1-yl)-4-fluorobenzoyl)alanine isopropyl ester